(2R)-N2-(6-bromopyridin-3-yl)-N1-[4-(propan-2-yl)phenyl]pyrrolidine-1,2-dicarboxamide BrC1=CC=C(C=N1)NC(=O)[C@@H]1N(CCC1)C(=O)NC1=CC=C(C=C1)C(C)C